Cl.Cl.C[C@H]1N(C[C@@H](NC1)C)C(C(C)C)C1=NC2=CC(=CC=C2C=C1)C(F)(F)F 2-(1-((2R,5S)-2,5-dimethylpiperazin-1-yl)-2-methylpropyl)-7-(trifluoromethyl)quinoline dihydrochloride